C1=CC=CC=2C3=CC=CC=C3C3=CC=CC=C3C12 Triphenylene